O=C1NC(CCC1NC(=O)C1=CN=C(S1)NC(OC(C)(C)C)=O)=O tert-butyl (5-((2,6-dioxopiperidin-3-yl)carbamoyl)thiazol-2-yl)carbamate